androstenedione-d4 C([C@@]12C(=O)C(C[C@H]1[C@@H]1CCC3=CC(=O)CC[C@]3(C)[C@H]1CC2)[2H])([2H])([2H])[2H]